C(#C)C1=CC(N(C=2N=C(N=CC21)NC2=C(C=CC=C2)OC)C)=O 5-ethynyl-2-((2-methoxyphenyl)amino)-8-methylpyrido[2,3-d]pyrimidin-7(8H)-one